nickel bis-(1,5-cyclooctadiene) nickel [Ni].C1=CCCC=CCC1.C1=CCCC=CCC1.[Ni]